C(#N)C1(CN(C1)C(=O)OC(C)(C)C)C=O tert-butyl 3-cyano-3-formylazetidine-1-carboxylate